1-((1H-imidazol-4-yl)methyl)-7-cyclopropyl-4-(methylamino)quinazolin-2(1H)-one N1C=NC(=C1)CN1C(N=C(C2=CC=C(C=C12)C1CC1)NC)=O